(Z)-N'-(5-ethylpyrimidin-2-yl)-N'-methyl-4-(1,4,4,4-tetrafluoro-3-(3,4,5-trichlorophenyl)but-1-en-1-yl)-2-(trifluoromethyl)benzoyl-hydrazine C(C)C=1C=NC(=NC1)N(NC(C1=C(C=C(C=C1)/C(=C/C(C(F)(F)F)C1=CC(=C(C(=C1)Cl)Cl)Cl)/F)C(F)(F)F)=O)C